OC1=C(C(=CC=C1)OC)C(C)C=1C=C(C(=C(C1)O)C(C)(C)O)OC 5-[1-(2-Hydroxy-6-methoxyphenyl)ethyl]-2-(2-hydroxypropan-2-yl)-3-methoxyphenol